[Si](C1=CC=CC=C1)(C1=CC=CC=C1)(C(C)(C)C)OCCCC=1C=2C(=C(N=C(C2C(NC1C)=O)O[C@@H](C)C1[C@@H]2CCC(CN1)N2C(=O)OC(C)(C)C)Cl)F tert-butyl (1S)-2-[(1S)-1-[[5-[3-[tert-butyl(diphenyl)silyl]oxypropyl]-3-chloro-4-fluoro-6-methyl-8-oxo-7H-2,7-naphthyridin-1-yl]oxy]ethyl]-3,8-diazabicyclo[3.2.1]octane-8-carboxylate